N-ethyl-N-(trifluoro-$l^{4}-sulfanyl)ethanamine C(C)N(CC)S(F)(F)F